FC(C(=O)O)(F)F.NC1=NC(=NN2C1=NC=C2C=2C=C(C=CC2C)C(C(F)F)(C(F)F)O)C 2-(3-(4-Amino-2-methylimidazo[2,1-f][1,2,4]triazin-7-yl)-4-methylphenyl)-1,1,3,3-tetrafluoropropan-2-ol trifluoroacetate salt